OC(CCS(=O)(=O)[O-])CO.[Na+] sodium 3,4-dihydroxybutanesulfonate